C(=O)C1=CC=C(C=C1)C1=C2C(=NC(=C1)C1=CC=C(C=C1)C=O)N(C=C2)CC2=CC=CC=C2 4,6-Bis(4-formylphenyl)-1-benzyl-1H-pyrrolo[2,3-b]pyridine